(S)-(3-(3-(6-bromo-7-((1-(ethylsulfonyl)pyrrolidine-3-yl)amino)-3H-imidazo[4,5-b]pyridine-2-yl)-2,5-dimethyl-1H-pyrrol-1-yl)phenyl)(morpholino)methanone BrC=1C(=C2C(=NC1)NC(=N2)C2=C(N(C(=C2)C)C=2C=C(C=CC2)C(=O)N2CCOCC2)C)N[C@@H]2CN(CC2)S(=O)(=O)CC